5-fluoro-6-((6-methoxy-7-phenyl-2-(trifluoromethyl)-1H-imidazo[4,5-c]pyridin-1-yl)methyl)pyridine-3-sulfonamide FC=1C=C(C=NC1CN1C(=NC=2C=NC(=C(C21)C2=CC=CC=C2)OC)C(F)(F)F)S(=O)(=O)N